Cl.C1(CC1)N1C=C(C(C2=CC(=C(C=C12)N1C[C@H](CCC1)O)F)=O)CN([C@@H]1CN(CCC1)C1=NC=CN=C1)CC1=CC(=NC=C1)C 1-cyclopropyl-6-fluoro-7-[(3S)-3-hydroxypiperidin-1-yl]-3-({[(2-methylpyridin-4-yl)methyl][(3S)-1-(pyrazin-2-yl)piperidin-3-yl]amino}methyl)-1,4-dihydroquinolin-4-one hydrochloride